C(C)N1C(C(=CC=C1CN1CC2=CC=CC=C2C1)OCC1N(CCCC1)S(=O)(=O)NC)=O (((1-ethyl-6-(isoindolin-2-ylmethyl)-2-oxo-1,2-dihydropyridin-3-yl)oxy)methyl)-N-methylpiperidine-1-sulfonamide